ON=C1CCC(CC1)(C#N)N1C2=NC(=NC=C2N(C1=O)C)NC=1C(=CC=2N(C1)N=CN2)C 4-(Hydroxyimino)-1-(7-methyl-2-((7-methyl-[1,2,4]triazolo[1,5-a]pyridin-6-yl)amino)-8-oxo-7,8-dihydro-9H-purin-9-yl)cyclohexane-1-carbonitrile